CC=1C=C(C=CC1C)C1=CC=C(N1)C(=O)NC1=NC(=CC=C1)C1=NN=CN1C(C)C 5-(3,4-dimethylphenyl)-N-(6-(4-isopropyl-4H-1,2,4-triazol-3-yl)pyridin-2-yl)-1H-pyrrole-2-carboxamide